(5-oxopyrrolidin-2-yl)methyl ((3'-chloro-2'-(2-chloro-3-(5-(((2-hydroxyethyl)amino)methyl)picolinamido)phenyl)-6-methoxy-[2,4'-bipyridin]-5-yl)methyl)carbamate ClC=1C(=NC=CC1C1=NC(=C(C=C1)CNC(OCC1NC(CC1)=O)=O)OC)C1=C(C(=CC=C1)NC(C1=NC=C(C=C1)CNCCO)=O)Cl